C1(CC1)[C@@H]1N(CC[C@H](C1)O)C=1C=CC(=NC1C(=O)N[C@H]1CN(CC1)C(=O)OCC1=CC=CC=C1)C=1C(=NC=CC1)OCC benzyl (3R)-3-{5-[trans-2-cyclopropyl-4-hydroxypiperidin-1-yl]-2'-ethoxy-[2,3'-bipyridine]-6-amido}pyrrolidine-1-carboxylate